NC1=CC(=C(C=C1C)O)F 4-amino-2-fluoro-5-methyl-phenol